(Z)-4-ethyl-N'-hydroxy-3-oxo-3,4-dihydro-2H-benzo[b][1,4]oxazine-7-carboximidamide C(C)N1C2=C(OCC1=O)C=C(C=C2)/C(/N)=N/O